7-(2-(cyclohex-3-en-1-yl)ethyl)bicyclo[3.2.1]oct-2-ene C1(CC=CCC1)CCC1CC2CC=CC1C2